(R)-2-(5-(8-(pyrrolidin-2-yl)isochroman-6-yl)-1H-pyrrolo[2,3-b]pyridine-3-yl)acetonitrile N1[C@H](CCC1)C=1C=C(C=C2CCOCC12)C=1C=C2C(=NC1)NC=C2CC#N